N-[(5-Chlorothiophen-2-yl)methyl]-1-(2-fluorobenzoyl)-3-[1-methansulfonyl-4-(trifluoromethyl)pyrrolidin-3-yl]-4-methoxy-N-methyl-1H-pyrazol-5-amin ClC1=CC=C(S1)CN(C1=C(C(=NN1C(C1=C(C=CC=C1)F)=O)C1CN(CC1C(F)(F)F)S(=O)(=O)C)OC)C